CCC(C=O)C1=CC=CC=C1 PHENYLBUTANAL